FC(C1=NC=C(C=C1C1=C(C=C2C(=CN(C2=C1)CC(C)(C)C)[C@@H](C(F)F)NS(=O)(=O)C1CC1)F)F)F (S)-N-(1-(6-(2-(difluoromethyl)-5-fluoropyridin-3-yl)-5-fluoro-1-neopentyl-1H-indol-3-yl)-2,2-difluoroethyl)cyclopropanesulfonamide